(1R,2S,5S)-3-{(2S)-2-[(tert-Butoxycarbonyl)amino]-2-cyclohexylacetyl}-6,6-dimethyl-3-azabicyclo[3.1.0]hexane-2-carboxylic acid methyl ester COC(=O)[C@@H]1[C@H]2C([C@H]2CN1C([C@H](C1CCCCC1)NC(=O)OC(C)(C)C)=O)(C)C